(3s,4s)-1-(2,7-dichloro-8-fluoropyrido[4,3-d]pyrimidin-4-yl)-4-fluoropiperidin-3-ol ClC=1N=C(C2=C(N1)C(=C(N=C2)Cl)F)N2C[C@@H]([C@H](CC2)F)O